methyl (2S)-2-(dibenzylamino)-3-hydroxy-propanoate C(C1=CC=CC=C1)N([C@H](C(=O)OC)CO)CC1=CC=CC=C1